C(C)(C)(C)C=1N=C(C2=C(N1)N(N=N2)CC2=C(C=CC=C2C#C)S(=O)(=O)F)N2CC(CC2)(F)F 2-[[5-tert-butyl-7-(3,3-difluoropyrrolidin-1-yl)triazolo[4,5-d]pyrimidin-3-yl]methyl]-3-ethynylbenzenesulfonyl fluoride